Cl.N1CCC(CC1)OC1=CC=C(C=N1)NC1(CCC1)C#N 1-((6-(piperidin-4-yloxy)pyridin-3-yl)amino)cyclobutane-1-carbonitrile hydrochloride